N-(1-fluorospiro[2.3]hexan-5-yl)acetamide FC1CC12CC(C2)NC(C)=O